3-styryl-quinazolin-4(3H)-one C(=CC1=CC=CC=C1)N1C=NC2=CC=CC=C2C1=O